2-(4-(5-Fluoro-3-methoxypyridin-2-yl)piperazin-1-yl)(1-isobutyl-7-(2-methoxyphenyl)-2-(1,2,5,6-tetrahydropyridin-3-yl)-1H-indol-5-yl)methanone FC=1C=C(C(=NC1)N1CCN(CC1)C1(N(C2=C(C=C(C=C2C1)C=O)C1=C(C=CC=C1)OC)CC(C)C)C=1CNCCC1)OC